7,7-dimethyl-7,8-dihydro-quinolin CC1(C=CC=2C=CC=NC2C1)C